C(CCCCCCC\C=C/CC)CC(=O)[O-] (Z)-9-dodecen-1-ylacetate